4-amino-7-fluoro-N-[(3S)-6-[2-(3-fluorooxetan-3-yl)ethynyl]-2,3-dihydrobenzofuran-3-yl]-N-methyl-imidazo[1,5-a]quinoxaline-8-carboxamide NC=1C=2N(C3=CC(=C(C=C3N1)F)C(=O)N(C)[C@@H]1COC3=C1C=CC(=C3)C#CC3(COC3)F)C=NC2